O=C1C2=CC=CC=C2C(C=2C=CC=C(C12)S(=O)O)=O 9,10-dioxo-9,10-dihydro-anthracene-1-sulfinic acid